C(#N)C(C(=O)N1C[C@H](C(=CC1)C1=C2C(=NC(=C1)NC(=O)C1CC1)NC=C2)C)=CC=2SC=CC2 (S)-N-(4-(1-(2-cyano-3-(thiophen-2-yl)acryloyl)-3-methyl-1,2,3,6-tetrahydropyridin-4-yl)-1H-pyrrolo[2,3-b]pyridin-6-yl)cyclopropylcarboxamide